N1=CC=C(C=C1)CNC(N)=O 3-pyridin-4-ylmethyl-urea